C(C=C)(=O)N1C[C@@H](N(CC1)C1=NC(N(C2=CC(=C(C=C12)Cl)Br)C1=C(C=CC=C1)C(C)C)=O)C (S)-4-(4-acryloyl-2-methylpiperazin-1-yl)-7-bromo-6-chloro-1-(2-isopropylbenzeneYl)quinazolin-2(1H)-one